di-t-butyl-ascorbate C(C)(C)(C)C([C@@H]([C@@H]1C(=C(C(=O)O1)O)[O-])O)(O)C(C)(C)C